O=C1N(C2=C(SC1)C=CC=C2)CC(=O)NC2=NN=C(N2)C=2C=NC=CC2 2-(3-OXO-2,3-DIHYDRO-4H-BENZO[B][1,4]THIAZIN-4-YL)-N-(5-(PYRIDIN-3-YL)-4H-1,2,4-TRIAZOL-3-YL)ACETAMIDE